FC=1C(=C(C=C(C1)F)C1C2=C(NC(=C1C(=O)OC)CF)COC2=O)C(C)F methyl 4-(3,5-difluoro-2-(1-fluoroethyl)phenyl)-2-(fluoromethyl)-5-oxo-1,4,5,7-tetrahydrofuro[3,4-b]pyridine-3-carboxylate